4-[1-(4-cyanophenyl)-4-oxo-2-thioxo-1,3-diazaspiro[4.4]non-3-yl]-2-trifluoromethylbenzonitrile C(#N)C1=CC=C(C=C1)N1C(N(C(C12CCCC2)=O)C2=CC(=C(C#N)C=C2)C(F)(F)F)=S